ethyl-3-butylpyridine C(C)C1=NC=CC=C1CCCC